ethyl 6-chloro-1-(6-chloropyridin-3-yl)-7-(5,7-dihydro-6H-pyrrolo[3,4-b]pyridin-6-yl)-4-oxo-1,4-dihydroquinoline-3-carboxylate ClC=1C=C2C(C(=CN(C2=CC1N1CC2=NC=CC=C2C1)C=1C=NC(=CC1)Cl)C(=O)OCC)=O